OC1=C(C(=O)N)C=CC(=C1)CN1N=NC(=C1)C1=CC=C(C=C1)CN1CCCC1 hydroxy-4-((4-(4-(pyrrolidin-1-ylmethyl)phenyl)-1H-1,2,3-triazol-1-yl)methyl)benzamide